C(C=C)(=O)N1[C@H](CN(CC1)C1=NC(=NN2C1=NC=C2CC2=C1C=NN(C1=CC=C2)C(=O)OC(C)(C)C)OC[C@H]2N(CCC2)C)CC#N tert-butyl 4-((4-((S)-4-acryloyl-3-(cyanomethyl) piperazin-1-yl)-2-(((S)-1-methylpyrrolidin-2-yl) methoxy) imidazo[2,1-f][1,2,4]triazin-7-yl) methyl)-1H-indazole-1-carboxylate